OCCN(C(CC=1C=C2CCC(NC2=CC1)C1=CC=CC=C1)=O)C N-(2-Hydroxyethyl)-N-methyl-2-(2-phenyl-1,2,3,4-tetrahydroquinoline-6-yl)acetamide